FC(CNC(=O)NC(C(C1=NC=CC(=C1)C(F)(F)F)C1=CC(=CC=C1)F)=O)F N-((2,2-difluoroethyl)carbamoyl)-2-(3-fluorophenyl)-2-(4-(trifluoromethyl)pyridine-2-yl)acetamide